4-[6-(1-Cyano-1-methyl-ethyl)pyrazolo[1,5-a]pyrimidin-3-yl]-2-(difluoromethoxy)-N-[(1R,2S)-2-fluorocyclopropyl]-6-methoxy-benzamide C(#N)C(C)(C)C=1C=NC=2N(C1)N=CC2C2=CC(=C(C(=O)N[C@H]1[C@H](C1)F)C(=C2)OC)OC(F)F